N-[4-(4-Fluoro-1,3-benzoxazol-2-yl)phenyl]-1-methyl-3-oxocyclobutancarboxamid FC1=CC=CC2=C1N=C(O2)C2=CC=C(C=C2)NC(=O)C2(CC(C2)=O)C